COC=1C=CC2=C(C(OC3=C2C=CC(=C3)OCCCCCN3CCCC3)=O)C1 8-methoxy-3-((5-(pyrrolidin-1-yl)pentyl)oxy)-6H-benzo[c]benzopyran-6-one